1-isopropyl-2-methyl-6-(5-(2-methylpyridin-3-yl)-1H-pyrrolo[2,3-b]pyridin-3-yl)-1H-imidazo[4,5-c]pyridine C(C)(C)N1C(=NC=2C=NC(=CC21)C2=CNC1=NC=C(C=C12)C=1C(=NC=CC1)C)C